1-{[3-(3-methyl-1H-pyrazol-5-yl)-5-[(3R)-3-methylmorpholin-4-yl]-[1,2]thiazolo[4,5-b]pyridin-7-yl]imino}-1λ^6-thiolan-1-one CC1=NNC(=C1)C1=NSC=2C1=NC(=CC2N=S2(CCCC2)=O)N2[C@@H](COCC2)C